FC([C@@H]1NCCNC1)(F)F |r| (±)-2-trifluoromethylpiperazine